NC(CCCCCCCCC=C)(N)N triaminoundecene